4-benzyloxy-2-chloro-5,6-dimethyl-pyridine-3-carboxylic acid C(C1=CC=CC=C1)OC1=C(C(=NC(=C1C)C)Cl)C(=O)O